CC1=CC=C(C=C1)S(=O)(=O)NCCC1=CC=C(C=C1)C 4-methyl-N-(4-methylphenylethyl)benzenesulfonamide